C(C)(C)(C)OC(COCCOC1=CC=C(CN2C=CC3=CC=C(C=C23)C(=O)OC)C=C1)=O Methyl 1-(4-(2-(2-(tert-butoxy)-2-oxoethoxy)ethoxy)benzyl)-1H-indole-6-carboxylate